4-fluoro-N-{phenyl[4-(propan-2-yl)phenyl]methyl}-1-[3-(1H-pyrazol-4-yl)propanoyl]pyrrolidine-2-carboxamide FC1CC(N(C1)C(CCC=1C=NNC1)=O)C(=O)NC(C1=CC=C(C=C1)C(C)C)C1=CC=CC=C1